[SiH3]C(COCCl)([SiH3])[SiH3] (trisilyl)ethoxymethyl chloride